CC1=CC=CC=2OC3=CC(=CC=C3C(C12)NC(=O)C1=CN=C(NC1=O)C(F)(F)F)C N-(1,6-dimethyl-9H-xanthen-9-yl)-6-oxo-2-(trifluoromethyl)-1,6-dihydropyrimidine-5-carboxamide